O=C(C(C1=NC=CN=C1)N(C(=O)C=1OC=CC1)C1=CC=C(C=C1)C1=CC=CC=C1)N[C@@H](C)C1=CC=CC=C1 N-[2-oxo-2-[[(1S)-1-phenylethyl]amino]-1-pyrazin-2-yl-ethyl]-N-(4-phenylphenyl)furan-2-carboxamide